1,3,5-tris-(phenylethynyl)benzene C1(=CC=CC=C1)C#CC1=CC(=CC(=C1)C#CC1=CC=CC=C1)C#CC1=CC=CC=C1